C12CNCC2C1NC(C1=C(C=C(C=C1)NC=1C=2N(C=CN1)C(=CN2)C=2C(=NN(C2)CC(F)F)C(F)(F)F)CC)=O N-(3-azabicyclo[3.1.0]hexan-6-yl)-4-((3-(1-(2,2-difluoroethyl)-3-(trifluoromethyl)-1H-pyrazol-4-yl)imidazo[1,2-a]pyrazin-8-yl)amino)-2-ethylbenzamide